BrCC(C(=O)N1[C@H](CN(CC1)C=1C2=C(N=C(N1)OC[C@H]1N(CCC1)C)CN(CC2)C2=CC=CC1=CC=CC(=C21)Cl)CC#N)=C 2-[(2S)-1-[2-(bromomethyl)prop-2-enoyl]-4-[7-(8-chloro-1-naphthyl)-2-[[(2S)-1-methylpyrrolidin-2-yl]methoxy]-6,8-dihydro-5H-pyrido[3,4-d]pyrimidin-4-yl]piperazin-2-yl]acetonitrile